C12CNCC2(C1)NC1=NC=CC(=N1)C=1C(=NC=CC1)OC1=C(C(=C(C=C1)NS(=O)(=O)CC1=CC=CC=C1)F)F N-(4-((3-(2-(3-azabicyclo[3.1.0]hexan-5-ylamino)pyrimidin-4-yl)-2-pyridyl)oxy)-2,3-difluoro-phenyl)-1-phenyl-methanesulfonamide